3-Fluoro-N,N,2,4-tetramethyl-5-[[(trifluoromethyl)sulfonyl]amino]benzamide FC=1C(=C(C(=O)N(C)C)C=C(C1C)NS(=O)(=O)C(F)(F)F)C